C\C(=C/CCC1=CCC(CC1)C(=O)OCCOC(C=C)=O)\CCC=C(C)C (E)-2-(acryloyloxy)ethyl 4-(4,8-dimethylnona-3,7-dien-1-yl)cyclohex-3-enecarboxylate